CN1CCN(CC1)C1=NC(=NC(=N1)N1N=CC=C1)C1=NC=CC=C1 2-(4-methylpiperazin-1-yl)-4-(1H-pyrazol-1-yl)-6-(pyridin-2-yl)-1,3,5-triazine